C12CCCC2C(C1)C(=O)N bicyclo[3.2.0]heptane-6-carboxamide